FC=1C=C(NC2=CC=C(C(=N2)C(=O)OC)OC)C=C(C1)F methyl 6-(3,5-difluoroanilino)-3-methoxy-pyridine-2-carboxylate